3-(2,4,6-Triiodophenoxy)-propanon IC1=C(OCC(C)=O)C(=CC(=C1)I)I